C(C)C1(C(=NC2=CC=C(C=C12)C1=NCN(C=C1F)C1=NC=C(C=C1)N1CCN(CC1)CC)C)C 4-(3-ethyl-2,3-dimethyl-3H-indol-5-yl)-N-(5-(4-ethylpiperazin-1-yl)pyridin-2-yl)-5-fluoropyrimidine